ClC1=CC=C(CN2C(=NC=3N(C(N(C(C23)=O)CCO)=O)C)C#CCOC2CCC2)C=C1 7-(4-chlorobenzyl)-8-(3-Cyclobutoxyprop-1-yn-1-yl)-1-(2-hydroxyethyl)-3-methyl-3,7-dihydro-1H-purine-2,6-dione